C/C(/C(=O)N[C@H](CCC(=O)N[C@@H](CCCCN)C(=O)O)C(=O)O)=C\[C@H](C(C)C)N(C([C@@H](NC([C@@H](NC)C(C1=CN(C2=CC=CC=C12)C)(C)C)=O)C(C)(C)C)=O)C N-{(2E,4S)-2,5-Dimethyl-4-[methyl(N,β,β,1-tetramethyl-L-tryptophyl-3-methyl-L-valyl)amino]hexa-2-enoyl}-D-γ-glutamyl-L-lysine